C(C)(C)(C)OC([C@@H](COC1=CC2=CNN=C2C=C1)O)=O 5-((R)-3-(tert-butoxy)-2-hydroxy-3-oxopropoxy)-2H-indazole